C12CN(CC(N1)C2)C=2C=C1CN(C(C1=C(C2F)F)=O)C2C(NC(CC2)=O)=O 3-(5-(3,6-diazabicyclo[3.1.1]heptan-3-yl)-6,7-difluoro-1-oxoisoindolin-2-yl)piperidine-2,6-dione